C[C@H]1N([C@H]([C@]2(C1)NC(COC2)=O)CO[C@@H]2CC[C@@H](CC2)C2=CC=CC=C2)C(=O)OCC(F)F 2,2-difluoroethyl (1R,3R,5S)-3-methyl-7-oxo-1-({[(CIS)-4-phenylcyclohexyl]oxy}methyl)-9-oxa-2,6-diazaspiro[4.5]decane-2-carboxylate